bis(diphenylphosphinoethane) nickel dichloride [Ni](Cl)Cl.C1(=CC=CC=C1)P(C1=CC=CC=C1)CC.C1(=CC=CC=C1)P(C1=CC=CC=C1)CC